N-(8-hydroxy-2,7-naphthyridin-3-yl)cyclopropanecarboxamide OC=1N=CC=C2C=C(N=CC12)NC(=O)C1CC1